ClC=1C(=NC(=CC1)Cl)NN 3,6-dichloro-2-hydrazinopyridine